BrC1=NN2C(N(C(=C(C2=O)N2CCN[C@@H](CC2)C)CC)CC(=O)NC2=C(C=C(C=C2)C(F)(F)F)Cl)=N1 (R)-2-(2-bromo-5-ethyl-6-(5-methyl-1,4-diazepan-1-yl)-7-oxo-[1,2,4]triazolo[1,5-a]pyrimidin-4(7H)-yl)-N-(2-chloro-4-(trifluoromethyl)phenyl)acetamide